FC=1C=C(C(=O)O)C=C(C1C=1NC=C(N1)C(F)(F)F)F 3,5-difluoro-4-[4-(trifluoromethyl)-1H-imidazol-2-yl]benzoic acid